(S)-quinuclidin-3-yl (5-(benzo[b]thiophen-3-yl)-2,2-dimethyl-2,3-dihydro-1H-inden-1-yl)carbamat S1C2=C(C(=C1)C=1C=C3CC(C(C3=CC1)NC(O[C@@H]1CN3CCC1CC3)=O)(C)C)C=CC=C2